CC1=C2CCNC(C2=CC=C1)=O 3,4-dihydro-5-methyl-isoquinolin-1(2H)-one